CN1N=C(C=2C1=NC(=CC2)N[C@H]2[C@@H](CNCC2)C)C2C(NC(CC2)=O)=O 3-(1-methyl-6-(((3R,4R)-3-methylpiperidin-4-yl)amino)-1H-pyrazolo[3,4-b]pyridin-3-yl)piperidine-2,6-dione